2-[[6-[5-Chloro-3-[1-(3,3-difluorocyclobutyl)pyrazol-4-yl]quinoxalin-6-yl]oxy-2-methyl-benzimidazol-1-yl]methoxy]ethyl-trimethyl-silane ClC1=C2N=C(C=NC2=CC=C1OC=1C=CC2=C(N(C(=N2)C)COCC[Si](C)(C)C)C1)C=1C=NN(C1)C1CC(C1)(F)F